N1-(Oxetan-3-yl)benzene-1,4-diamine O1CC(C1)NC1=CC=C(C=C1)N